tert-butyl 3,5-dioxo-2-azaspiro[3.4]octane-2-carboxylate O=C1N(CC12C(CCC2)=O)C(=O)OC(C)(C)C